C(#N)C=1C=CC(=C(C1)C1=CC(=C(N1C)C)C(=O)N(CC1=C(C(=CC=C1)OC)C)C1=CC=C(C=C1)O)C(=O)N1CC2=CC=CC=C2CC1CN1CCOCC1 5-(5-Cyano-2-[3-(morpholinomethyl)-3,4-dihydro-2(1H)-isoquinolinyl]carbonylphenyl)-N3-(4-hydroxyphenyl)-N3-(3-methoxy-2-methylbenzyl)-1,2-dimethyl-1H-pyrrole-3-carboxamide